[4-Amino-2-(4-fluoroanilino)thiazol-5-yl]-[3-(hydroxymethyl)isoxazol-5-yl]methanone Ethyl-5-[4-amino-2-(4-fluoroanilino)thiazole-5-carbonyl]isoxazole-3-carboxylate C(C)OC(=O)C1=NOC(=C1)C(=O)C1=C(N=C(S1)NC1=CC=C(C=C1)F)N.NC=1N=C(SC1C(=O)C1=CC(=NO1)CO)NC1=CC=C(C=C1)F